NC1=C2C(=NC=N1)N(N=C2C2=CC=C(C=C2)OC2=CC=CC=C2)[C@H]2CN(CCC2)C(=O)C2=C(C(=C(C(=C2F)F)F)F)S(=O)(=O)N(CC2=CC=C(C=C2)OC)CC2=CC=C(C=C2)OC (R)-2-(3-(4-amino-3-(4-phenoxyphenyl)-1H-pyrazolo[3,4-d]pyrimidin-1-yl)piperidine-1-carbonyl)-3,4,5,6-tetrafluoro-N,N-bis(4-methoxybenzyl)benzenesulfonamide